FC1(CCN(CCC1)C1=C(C(=O)O)C=C(C(=N1)C)C(F)(F)F)F 2-(4,4-difluoroazepan-1-yl)-6-methyl-5-(trifluoromethyl)nicotinic acid